FC=1C(=NC(=NC1)C1=NN(C(=C1)C1=NOC=C1)CC1=C(C=CC=C1)F)NC(C)S(=O)(=O)O ((5-fluoro-2-(1-(2-fluorobenzyl)-5-(isoxazol-3-yl)-1H-pyrazol-3-yl)pyrimidin-4-yl)amino)ethanesulfonic acid